C(C)OC(=O)C=1N=C(SC1NC(=O)OC1=CC=CC=C1)C1=CC=CC=C1 5-((phenoxycarbonyl)amino)-2-phenylthiazole-4-carboxylic acid ethyl ester